ClC1=CC(=C2C(=N1)N(C(=N2)C2=NC=CC=C2)C)N2CCOCC2 4-(5-chloro-3-methyl-2-(pyridin-2-yl)-3H-imidazo[4,5-b]pyridin-7-yl)morpholine